(R)-1-(3-((5-bromo-2-((3-methyl-1-(pyrrolidin-3-yl)-1H-pyrazol-4-yl)amino)pyrimidin-4-yl)amino)propyl)pyrrolidin-2-one BrC=1C(=NC(=NC1)NC=1C(=NN(C1)[C@H]1CNCC1)C)NCCCN1C(CCC1)=O